butane-1,1,3,4-tetracarboxylic acid C(CC(CC(=O)O)C(=O)O)(C(=O)O)C(=O)O